COC(C1=NC2=C(N1C1=CC3=C(NC(N3)=O)C=C1)C=CC=C2)(OC)OC 5-[2-(trimethoxymethyl)benzimidazol-1-yl]-1,3-dihydrobenzimidazol-2-one